(1S,2S)-2-(pyridin-2-yldisulfaneyl)cyclopentyl (4-((((4-nitrophenoxy)carbonyl)oxy)methyl)phenyl)carbamate [N+](=O)([O-])C1=CC=C(OC(=O)OCC2=CC=C(C=C2)NC(O[C@@H]2[C@H](CCC2)SSC2=NC=CC=C2)=O)C=C1